4-bromo-3-nitro-1,8-naphthyridine BrC1=C(C=NC2=NC=CC=C12)[N+](=O)[O-]